C(C=C)(=O)N1CCN(CC1)C1=NC(N2C3=C(C(=C(C=C13)C(F)(F)F)C1=CC=C(C=C1)F)SC[C@H](C2)OC)=O (S)-8-(4-acryloylpiperazin-1-yl)-11-(4-fluorophenyl)-3-methoxy-10-(trifluoromethyl)-3,4-dihydro-2H,6H-[1,4]thiazepino[2,3,4-ij]quinazolin-6-one